(S)-7-(4-(5-fluoro-2-(oxetan-3-yloxy)phenyl)piperidin-1-yl)-N-hydroxy-5-oxa-2-azaspiro[3.4]octane-2-carboxylic acid imide FC=1C=CC(=C(C1)C1CCN(CC1)[C@@H]1COC2(CN(C2)C(O)=NO)C1)OC1COC1